ClC=1C=C2CN(CC2=CC1)C=1N=C(C2=C(N1)CC[S@]2=O)NC2(CCC2)CO |r| (R/S)-2-(5-chloroisoindolin-2-yl)-4-((1-(hydroxymethyl)cyclobutyl)amino)-6,7-dihydrothieno[3,2-d]pyrimidine 5-oxide